1-((S)-3-methyl-4-(2-(((S)-1-methylpyrrolidin-2-yl)methoxy)-7-(naphthalen-1-ylmethyl)imidazo[2,1-f][1,2,4]triazin-4-yl)piperazin-1-yl)prop-2-en-1-one C[C@H]1CN(CCN1C1=NC(=NN2C1=NC=C2CC2=CC=CC1=CC=CC=C21)OC[C@H]2N(CCC2)C)C(C=C)=O